3-(1-(2,3-dichlorophenyl)vinyl)-1H-pyrazolo[3,4-d]pyrimidin-4(5H)-one ClC1=C(C=CC=C1Cl)C(=C)C1=NNC=2N=CNC(C21)=O